7-[3-(prop-2-enamido)phenyl]quinazoline-2-carboxamide C(C=C)(=O)NC=1C=C(C=CC1)C1=CC=C2C=NC(=NC2=C1)C(=O)N